2,3-dihydro-4H-pyrido[3,2-b][1,4]oxazine-4,7-dicarboxylic acid 4-(tert-butyl) 7-ethyl ester C(C)OC(=O)C1=CC=2OCCN(C2N=C1)C(=O)OC(C)(C)C